(S)-4-methyl-3-(1-(pyrimidin-5-yl)pyrrolidin-3-yl)-N-(4-(trifluoromethoxy)pyridin-2-yl)benzamide CC1=C(C=C(C(=O)NC2=NC=CC(=C2)OC(F)(F)F)C=C1)[C@H]1CN(CC1)C=1C=NC=NC1